1-(3-isopropyl-1H-pyrazol-5-yl)-3-(6-(4-isopropyl-4H-1,2,4-triazol-3-yl)pyridin-2-yl)urea C(C)(C)C1=NNC(=C1)NC(=O)NC1=NC(=CC=C1)C1=NN=CN1C(C)C